CCCCCCCCCCCCCCCCCC(=O)OC[C@H](COP(=O)(O)OC[C@H](CO)O)OC(=O)CCCCCCC/C=C\C/C=C\CCCC 1-octadecanoyl-2-(9Z,12Z-heptadecadienoyl)-glycero-3-phospho-(1'-sn-glycerol)